FC1=C(C=CC(=C1F)OC1=NC=CC=C1C1=NC(=NC=C1)N[C@@H]1CNCCC1)NS(=O)(=O)CC1=CC=C(C=C1)F (S)-N-(2,3-difluoro-4-(3-(2-(piperidin-3-ylamino)pyrimidin-4-yl)pyridin-2-yloxy)phenyl)-1-(4-fluorophenyl)methanesulfonamide